6-(4-amino-3-fluorophenoxy)-5-iodo-pyrimidine-4-amine NC1=C(C=C(OC2=C(C(=NC=N2)N)I)C=C1)F